(5R,9S)-2-methyl-3-(1-methyl-3-(trifluoromethyl)-1H-pyrazol-5-yl)-4,5,6,7,8,9-hexahydro-2H-5,9-epiminocycloocta[c]pyrazole CN1N=C2C(=C1C1=CC(=NN1C)C(F)(F)F)C[C@H]1CCC[C@@H]2N1